8-((6-((4,4-bis(((Z)-oct-5-en-1-yl) oxy) butanoyl) oxy) hexyl) (ethyl) amino)-7-hydroxyoctanoate C(CCC\C=C/CC)OC(CCC(=O)OCCCCCCN(CC(CCCCCC(=O)[O-])O)CC)OCCCC\C=C/CC